CN(S(=O)(=O)N1CCN(CC1)C([C@@H](CCC=C)S(N)(=O)=O)=O)C (R)-N,N-DIMETHYL-4-(2-SULFAMOYLHEX-5-ENOYL)PIPERAZINE-1-SULFONAMIDE